3-[2,4-bis((3S)-3-methylmorpholin-4-yl)pyrido[5,6-e]pyrimidin-7-yl]-N-methylbenzamide C[C@@H]1N(CCOC1)C1=NC2=C(C(=N1)N1[C@H](COCC1)C)C=CC(=N2)C=2C=C(C(=O)NC)C=CC2